OCC(CO)C(C(=O)OCC=1N=C2C(=NC1N1CCC3([C@@H]([C@@H](OC3)C)N)CC1)NN=C2C2=C(C1=C(N(N=C1C=C2)C)C)Cl)CCCCCCCCCCCCCC {6-[(3S,4S)-4-amino-3-methyl-2-oxa-8-azaspiro[4.5]decan-8-yl]-3-(4-chloro-2,3-dimethyl-2H-indazol-5-yl)-1H-pyrazolo[3,4-b]pyrazin-5-yl}methanol 1,3-dihydroxyprop-2-yl-palmitate